COC=1C(=CC=2C3C(N=CC2C1)C(CC3)(C)C)OCCCOC 7-methoxy-8-(3-methoxypropoxy)-3,3-dimethyl-2,3,3a,9b-tetrahydro-1H-cyclopenta[c]isoquinoline